4-((4-((4'-chloro-[1,1'-biphenyl]-2-yl)methyl)piperazin-1-yl)methyl)-1-oxoisoindole ClC1=CC=C(C=C1)C1=C(C=CC=C1)CN1CCN(CC1)CC1=C2C=NC(C2=CC=C1)=O